CC1=CC(=CC=C1)S(=O)(=O)OC1=CC=C(C=C1)NC(=O)NC1=CC=C(C=C1)OS(=O)(=O)C=1C=C(C)C=CC1 N,N'-di-[4-(m-toluenesulfonyloxy)phenyl]urea